3-fluoro-N'-(4-fluorophenyl)-5-formyl-4-hydroxybenzohydrazide FC=1C=C(C(=O)NNC2=CC=C(C=C2)F)C=C(C1O)C=O